(6bS,10aR)-3-methyl-6b,7,8,9,10,10a-hexahydro-1H-pyrido[3',4':4,5]pyrrolo[1,2,3-de]quinoxalin-2(3H)-one CN1C(CN2C=3C(=CC=CC13)[C@@H]1[C@H]2CCNC1)=O